Methyl (S)-2-((2-(2,6-difluoro-4-(methylcarbamoyl)phenyl)-6-methyl-3H-imidazo[4,5-b]pyridin-3-yl)methyl)morpholine-4-carboxylate FC1=C(C(=CC(=C1)C(NC)=O)F)C1=NC=2C(=NC=C(C2)C)N1C[C@H]1CN(CCO1)C(=O)OC